oxalate mercury [Hg+2].C(C(=O)[O-])(=O)[O-]